O=C1C2(C=3C(=CN=CC3)N1)CCN(CC2)C(=O)OC(C)(C)C tert-butyl 2'-oxo-1',2'-dihydrospiro[piperidine-4,3'-pyrrolo[2,3-c]pyridine]-1-carboxylate